C1(CC1)C#CC1=CC(=C(COC=2C=C(C=C(C2F)F)C2=CCN(CC2)CC2=NC3=C(N2C[C@H]2OCC2)C=C(C=C3)C(=O)O)C=C1)F (S)-2-((4-(3-(4-(cyclopropylethynyl)-2-fluorobenzyloxy)-4,5-difluorophenyl)-5,6-dihydropyridin-1(2H)-yl)methyl)-1-(oxetan-2-ylmethyl)-1H-benzo[d]imidazole-6-carboxylic acid